O.S(=O)(=O)([O-])[O-].[Mg+2] magnesium sulfate, monohydrate